2-((1-(2-(5-chloro-6-cyanopyridin-3-yl)-3,7-dimethyl-4-oxo-4H-pyrido[1,2-a]pyrimidin-9-yl)ethyl)amino)benzoic acid ClC=1C=C(C=NC1C#N)C=1N=C2N(C(C1C)=O)C=C(C=C2C(C)NC2=C(C(=O)O)C=CC=C2)C